tetrasulfur silane [SiH4].[S].[S].[S].[S]